lithium (trimethylsilyl)amide C[Si](C)(C)[NH-].[Li+]